FC(C=1C(=CNC(C1)=O)C(=O)NC1=C(C=C(C(=C1)C=1C=NC(=CC1)N1C[C@H](OCC1)C)F)N1C[C@H](N([C@H](C1)C)C)C)F |r| 4-(difluoromethyl)-N-[4-fluoro-5-[6-[rac-(2R)-2-methylmorpholin-4-yl]pyridin-3-yl]-2-[rac-(3R,5S)-3,4,5-trimethylpiperazin-1-yl]phenyl]-6-oxo-1H-pyridine-3-carboxamide